(R)-6-methyl-N-(pyrrolidin-3-yl)quinolin-5-amine hydrochloride Cl.CC1=C(C=2C=CC=NC2C=C1)N[C@H]1CNCC1